FC(C(=O)O)(F)F.N1CC(CC1)N1N=NC=C1 (pyrrolidin-3-yl)-1H-1,2,3-triazole trifluoroacetate